6-(benzyloxy)-1-[(E)-2-(5-{[4-(methanesulfonyl)phenyl]methoxy}-4-methoxy-2-methylphenyl)ethenyl]-7-methoxy-1,2,3,4-tetrahydroisoquinoline C(C1=CC=CC=C1)OC=1C=C2CCNC(C2=CC1OC)\C=C\C1=C(C=C(C(=C1)OCC1=CC=C(C=C1)S(=O)(=O)C)OC)C